2-(3-(2-(2-aminoethoxy)ethoxy)propan-amido)-N-(5-methylpyrazin-2-yl)benzamide NCCOCCOCCC(=O)NC1=C(C(=O)NC2=NC=C(N=C2)C)C=CC=C1